methyl 7-(5-chloro-2-(2-(2,8,8-trimethyl-4-oxo-7,8-dihydro-4H-spiro[quinazoline-6,2'-[1,3]dioxolan]-3(5H)-yl)ethoxy)phenyl)-5-methylthieno[3,2-b]pyridine-3-carboxylate ClC=1C=CC(=C(C1)C1=C2C(=NC(=C1)C)C(=CS2)C(=O)OC)OCCN2C(=NC=1C(CC3(OCCO3)CC1C2=O)(C)C)C